FC1=C2CN(CC2=CC(=C1)F)C(=O)NC1=CC=C(C=C1)C1CCN(CC1)S(=O)(=O)C 4,6-difluoro-N-(4-(1-(methylsulfonyl)piperidin-4-yl)phenyl)isoindoline-2-carboxamide